((1R,5S)-3-oxa-8-azabicyclo[3.2.1]oct-8-yl)(4-((5-chloro-4-(1-isopropyl-1H-pyrazol-4-yl)pyrimidin-2-yl)amino)-3-methoxyphenyl)methanone [C@H]12COC[C@H](CC1)N2C(=O)C2=CC(=C(C=C2)NC2=NC=C(C(=N2)C=2C=NN(C2)C(C)C)Cl)OC